acryloyloxyethyl-maleimide C(C=C)(=O)OCCC=1C(=O)NC(C1)=O